NC=1C=C(C=C(C1)C(F)(F)F)[C@@H](C)NC1=NC(=NC2=CC(=C(C=C12)C1CCC(CC1)C(=O)N1CCNCC1)OC)C (R)-(4-(4-((1-(3-amino-5-(trifluoromethyl)phenyl)ethyl)amino)-7-methoxy-2-methylquinazoline-6-yl)cyclohexyl)(piperazin-1-yl)methanone